(R)-2-(9-(4-fluorophenyl)-6-oxaspiro[4.5]decan-9-yl)-N-(2-(pyridin-4-yl)benzyl)ethylamine Monocitrate C(CC(O)(C(=O)O)CC(=O)O)(=O)O.FC1=CC=C(C=C1)[C@@]1(CCOC2(CCCC2)C1)CCNCC1=C(C=CC=C1)C1=CC=NC=C1